NC(C[Si](OCC)(OCC)OCC)C (2-aminopropyl)triethoxysilane